((S)-2-(2-((3-((diisopropylamino)methyl)-4-(5-fluoro-2-methoxypyridin-4-yl)benzyl)oxy)pyridin-4-yl)propyl)(methyl)phosphinic acid C(C)(C)N(C(C)C)CC=1C=C(COC2=NC=CC(=C2)[C@@H](CP(O)(=O)C)C)C=CC1C1=CC(=NC=C1F)OC